2-[5-bromo-2-(2-sulfamoyl-1,2,3,4-tetrahydro-isoquinolin-7-ylamino)-pyrimidin-4-ylamino]-N-methyl-benzamide BrC=1C(=NC(=NC1)NC1=CC=C2CCN(CC2=C1)S(N)(=O)=O)NC1=C(C(=O)NC)C=CC=C1